ClC=1C=C(COC2CC(C2)O)C=CC1C 3-((3-chloro-4-methylbenzyl)oxy)cyclobutanol